C(#N)[C@H](CC1=CC=C(C=C1)C1=CC=C2C=CC(N(C2=C1)C)=O)NC(=O)[C@H]1OCCCNC1 (2S)-N-{(1S)-1-cyano-2-[4-(1-methyl-2-oxo-1,2-dihydroquinolin-7-yl)phenyl]ethyl}-1,4-oxaazepane-2-carboxamide